1-(4-(7-(2-(2-hydroxypropan-2-yl)pyridin-4-yl)furo[3,2-b]pyridin-2-yl)piperazin-1-yl)ethan-1-one OC(C)(C)C1=NC=CC(=C1)C1=C2C(=NC=C1)C=C(O2)N2CCN(CC2)C(C)=O